N-[3-(4-cyano-3-methoxy-phenoxy)-2,2,4,4-tetramethyl-cyclobutyl]-4-(3-hydroxyazetidin-1-yl)benzamide C(#N)C1=C(C=C(OC2C(C(C2(C)C)NC(C2=CC=C(C=C2)N2CC(C2)O)=O)(C)C)C=C1)OC